CN(CCC1=CN=C(N1)NC1=NC2=CC=CC=C2C(=N1)C)C N-(5-(2-(dimethylamino)ethyl)-1H-imidazol-2-yl)-4-methylquinazolin-2-amine